5'-O-trityl-uridine C(C1=CC=CC=C1)(C1=CC=CC=C1)(C1=CC=CC=C1)OC[C@@H]1[C@H]([C@H]([C@@H](O1)N1C(=O)NC(=O)C=C1)O)O